BrC1=C2C(=NNC2=CC(=C1)C(=O)O)C=O 4-BROMO-3-FORMYL-6-INDAZOLECARBOXYLIC ACID